FC1=C(C=C(C=C1)F)C1=C(C(=NC=C1)C1OCC(CC1)(F)F)NC(=O)C=1C=NN(C1)C(F)(F)F N-(4-(2,5-difluorophenyl)-2-(5,5-difluorotetrahydro-2H-pyran-2-yl)pyridin-3-yl)-1-(trifluoromethyl)-1H-pyrazole-4-carboxamide